3-((difluoromethyl)sulfonyl)-4-methylbenzoic acid FC(S(=O)(=O)C=1C=C(C(=O)O)C=CC1C)F